4-(((5-chloro-2-((5-(4-ethylpiperazin-1-yl)pyridin-2-yl)amino)pyrimidin-4-yl)oxy)methyl)cyclohexan-1-ol ClC=1C(=NC(=NC1)NC1=NC=C(C=C1)N1CCN(CC1)CC)OCC1CCC(CC1)O